Tris-1-pyrrolidinylphosphonium hexafluorophosphate F[P-](F)(F)(F)(F)F.N1(CCCC1)[PH+](N1CCCC1)N1CCCC1